(R)-5-fluoro-2-(1-(3-(3-fluoro-4-isopropoxyphenyl)-4-morpholino-1H-pyrazolo[3,4-d]pyrimidin-1-yl)ethyl)-3-(3-fluorophenyl)-4H-chromen-4-one FC1=C2C(C(=C(OC2=CC=C1)[C@@H](C)N1N=C(C=2C1=NC=NC2N2CCOCC2)C2=CC(=C(C=C2)OC(C)C)F)C2=CC(=CC=C2)F)=O